N-Boc-S-trityl-D-cysteine C(=O)(OC(C)(C)C)N[C@H](CSC(C1=CC=CC=C1)(C1=CC=CC=C1)C1=CC=CC=C1)C(=O)O